tert-butyl(7-(trifluoromethyl)benzo[d]thiazol-4-yl)carbamate C(C)(C)(C)OC(NC1=CC=C(C2=C1N=CS2)C(F)(F)F)=O